ClC1=CC=C(C=C1)C=1N=C(C(N1)(O)C1=CC=CC=C1)NC1=CC=CC=C1 2-(4-chlorophenyl)-4-phenyl-5-(phenylamino)-4H-imidazol-4-ol